C(NC=1C(C(=O)O)=CC=CC1)NC=1C(C(=O)O)=CC=CC1 methylenebis-anthranilic acid